NC1=C(C(=CC(=C1)C(=C)OCC)C(F)(F)F)O 2-amino-4-(1-ethoxyvinyl)-6-(trifluoromethyl)phenol